barium-magnesium silicate [Si]([O-])([O-])([O-])[O-].[Mg+2].[Ba+2]